N-(2-cyanoacetyl)carbamic acid ethyl ester C(C)OC(NC(CC#N)=O)=O